NC1=NC=C(C(=N1)N)CN1CCC2=CC(=CC=C12)C1=CC=C2C(C(=CN(C2=C1)CCN(C)C)C(=O)O)=O 7-(1-((2,4-diaminopyrimidin-5-yl)methyl)indolin-5-yl)-1-(2-(dimethylamino)ethyl)-4-oxo-1,4-dihydroquinoline-3-carboxylic acid